(1R,3S,4R)-N-((R)-1-cyano-2-((R)-2-oxopyrrolidin-3-yl)ethyl)-5,5-difluoro-2-((S)-2-hydroxy-2-phenylpropanoyl)-2-azabicyclo[2.2.2]octane-3-carboxamide C(#N)[C@@H](C[C@@H]1C(NCC1)=O)NC(=O)[C@H]1N([C@H]2CC([C@@H]1CC2)(F)F)C([C@](C)(C2=CC=CC=C2)O)=O